fluoro-3-(trifluoromethoxy)benzene FC1=CC(=CC=C1)OC(F)(F)F